N-[5-(3-methoxy-2-pyridyl)pyrazolo[1,5-a]pyridin-2-yl]cyclopropanecarboxamide COC=1C(=NC=CC1)C1=CC=2N(C=C1)N=C(C2)NC(=O)C2CC2